1-dodecyl-(dimethylimidazolium) C(CCCCCCCCCCC)N1C(=[N+](C=C1)C)C